BrC=1C=C(C(=C2C=CC=NC12)OC)F 8-bromo-6-fluoro-5-methoxy-quinoline